2,4,6-tris-(fluorophenyl)pyran tetrafluoroborate F[B-](F)(F)F.FC1=C(C=CC=C1)C1OC(=CC(=C1)C1=C(C=CC=C1)F)C1=C(C=CC=C1)F